C(C)(C)N1C(=NC(=C1)C(F)(F)F)C1=CC=C(CN2C(C=CC3=C2N=C(N=C3)C3=C(C=CC=C3)C(C)C)=O)C=C1 8-(4-(1-isopropyl-4-(trifluoromethyl)-1H-imidazol-2-yl)benzyl)-2-(2-isopropylphenyl)pyrido[2,3-d]pyrimidin-7(8H)-one